ClC=1C(=NC(=NC1)N1CCC(CC1)CN1CC2(CN(C2)C(=O)OC(C)(C)C)C1)NC=1C=C2C=C(C(N(C2=CC1)C)=O)OCC(NC)=O tert-butyl 6-([1-[5-chloro-4-([1-methyl-3-[(methylcarbamoyl)methoxy]-2-oxoquinolin-6-yl]amino)pyrimidin-2-yl]piperidin-4-yl]methyl)-2,6-diazaspiro[3.3]heptane-2-carboxylate